2-(4-chlorophenyl)-2-(1-(4-(trifluoromethyl)piperidine-1-carbonyl)piperidin-4-ylidene)acetonitrile ClC1=CC=C(C=C1)C(C#N)=C1CCN(CC1)C(=O)N1CCC(CC1)C(F)(F)F